C(C)OC1CCN(CC1)C1=CC(=C(C=C1)C1(CC2(C1)CC(C2)N)N)C 2-(4-(4-ethoxypiperidin-1-yl)-2-methylphenyl)spiro[3.3]heptane-2,6-diamine